ClC=1C=CC(=C(C1)C1=NN(C=C1NC(=O)C=1C=NN2C1N=CC=C2)C2C(N(CC2)CC(=O)N2CCN(CC2)C)=O)OC(F)F N-[3-[5-chloro-2-(difluoromethoxy)phenyl]-1-[1-[2-(4-methylpiperazin-1-yl)-2-oxo-ethyl]-2-oxo-pyrrolidin-3-yl]pyrazol-4-yl]pyrazolo[1,5-a]pyrimidine-3-carboxamide